C[C@H]1CCN(C=2C=C3C=CN(C3=NC2O1)COCC[Si](C)(C)C)C1=C(C(=O)O)C=CC=C1 2-[(13S)-13-methyl-4-[[2-(trimethylsilyl)ethoxy]methyl]-14-oxa-2,4,10-triazatricyclo[7.5.0.0[3,7]]tetradeca-1(9),2,5,7-tetraen-10-yl]benzoic acid